NC[C@H](O)C=1C=NN(C1)C1=C(C=C(C#N)C=C1)OC1=NC(=NC(=C1)N1CC(C1)(F)F)C 4-[4-[(1R)-2-amino-1-hydroxyethyl]pyrazol-1-yl]-3-[6-(3,3-difluoroazetidin-1-yl)-2-methylpyrimidin-4-yl]oxybenzonitrile